ClC=1C(=C(C(=C(C1)C(Cl)(Cl)Cl)C)C1=NOCC1)S(=O)(=O)C 3-(3-chloro-6-methyl-2-(methylsulfonyl)-5-(trichloromethyl)phenyl)-4,5-dihydro-isoxazole